2-(2-(cyclopropylmethyl)-1-(3-fluoro-4-sulfamoylbenzyl)-5-(3-((1-methylazetidin-3-yl)ethynyl)phenyl)-1H-pyrrole-3-yl)thiazole-4-carboxylic acid C1(CC1)CC=1N(C(=CC1C=1SC=C(N1)C(=O)O)C1=CC(=CC=C1)C#CC1CN(C1)C)CC1=CC(=C(C=C1)S(N)(=O)=O)F